methyl-5-carboxymethyl-uridine C[C@@]1([C@H](O)[C@H](O)[C@@H](CO)O1)N1C(=O)NC(=O)C(=C1)CC(=O)O